6-methyl-N-((S)-5-methyl-4-oxo-2,3-dihydro-1,5-benzoxazepine-3-yl)-6,8-dihydro-5H-imidazo[5,1-c][1,4]Oxazine-3-carboxamide CC1CN2C(CO1)=CN=C2C(=O)N[C@H]2COC1=C(N(C2=O)C)C=CC=C1